1-(3,5-difluorobenzyl)-2-methyl-6-(pyrrolo[2,1-f][1,2,4]triazin-5-yl)-1H-imidazo[4,5-b]pyridine FC=1C=C(CN2C(=NC3=NC=C(C=C32)C=3C=CN2N=CN=CC23)C)C=C(C1)F